(S)-1-(ethyl((R)-1-(4-methoxyphenyl)ethyl)amino)-8-fluoro-1,5-dihydro-2H-pyrano[3,4-c]isoquinolin-6(4H)-one C(C)N([C@@H]1COCC=2NC(C=3C=C(C=CC3C21)F)=O)[C@H](C)C2=CC=C(C=C2)OC